C[C@@H]1N(CCOC1)C1=CC=C2C(=N1)NC=C2 (S)-3-methyl-4-(1H-pyrrolo[2,3-b]pyridin-6-yl)morpholine